C1(=CC=CC=C1)S(=O)(=O)O.CC(C)(C)C1=CC=C(C=C1)C(CCCN1CCC(CC1)OC(C1=CC=CC=C1)C1=CC=CC=C1)=O 1-[4-(1,1-dimethylethyl)phenyl]-4-[4-(diphenylmethoxy)-1-Piperidinyl]-1-butanone benzenesulfonate